(2S)-2-methyl-7-(trifluoromethyl)-2,3,4,4a,9,9a-hexahydroindeno[2,1-b][1,4]oxazine C[C@H]1CNC2C(O1)CC=1C=C(C=CC12)C(F)(F)F